methyl 3-(7-morpholino-2-(pyridin-4-yl)pyrazolo[1,5-a]pyrimidin-5-yl)-3-oxopropanoate O1CCN(CC1)C1=CC(=NC=2N1N=C(C2)C2=CC=NC=C2)C(CC(=O)OC)=O